5-(tert-butyl)-N-(2-methyl-4-(6-(oxazol-5-yl)pyrrolo[2,1-f][1,2,4]triazin-4-yl)benzyl)-1,2,4-oxadiazole-3-carboxamide C(C)(C)(C)C1=NC(=NO1)C(=O)NCC1=C(C=C(C=C1)C1=NC=NN2C1=CC(=C2)C2=CN=CO2)C